C(#N)C(=CC=1C=C(OCCC(=O)N[C@@H](CC2=CC=CC=C2)B(O)O)C=CC1)C(=O)NC(C)C (R)-(1-(3-(3-(2-cyano-3-(isopropylamino)-3-oxoprop-1-en-1-yl)phenoxy)propanamido)-2-phenylethyl)boronic acid